BrC=1C=C(C=CC1)C1(COC1)C/C=N/O (E)-2-(3-(3-bromophenyl)oxetan-3-yl)acetaldehyde oxime